(3S,4R)-N,N-BIS(4-METHOXYBENZYL)-2,4-DIMETHYLHEPT-6-ENE-3-SULFONAMIDE COC1=CC=C(CN(S(=O)(=O)[C@@H](C(C)C)[C@@H](CC=C)C)CC2=CC=C(C=C2)OC)C=C1